5-chloro-N-(3-cyclopropyl-5-(((3S,5R)-3-ethyl-5-methylpiperazine-1-yl)methyl)phenyl)-4-(6-methyl-1H-indole-3-yl)pyrimidine-2-amine ClC=1C(=NC(=NC1)NC1=CC(=CC(=C1)CN1C[C@@H](N[C@@H](C1)C)CC)C1CC1)C1=CNC2=CC(=CC=C12)C